NC1=NC=2C=CC=CC2C2=C1N=C(N2CC2=CC=C(CNC(CCCCCCCCCCCC)=O)C=C2)CCCC N-(4-((4-amino-2-butyl-1H-imidazo[4,5-c]quinolin-1-yl)methyl)benzyl)tridecanamide